NC1=NC=NC2=C1C=1C=3C(C(N(CC1N2C(C)C)C2CN(CC2)CC2=CC=CC=C2)=O)=C(ON3)C3CC3 11-amino-5-(1-benzylpyrrolidin-3-yl)-3-cyclopropyl-7-isopropyl-6,7-dihydroisoxazolo[4,3-c]pyrimido[5',4':4,5]pyrrolo[3,2-e]azepin-4(5H)-one